N1CCC(=CC1)C1=CC=2N(C=C1)C(=CN2)N2C(NC(CC2)=O)=O 1-[7-(1,2,3,6-tetrahydropyridin-4-yl)imidazo[1,2-a]pyridin-3-yl]-1,3-diazinane-2,4-dione